2,9-bis[2-(4-chlorophenyl)ethyl]anthra[2,1,9-def:6,5,10-d'e'f']diisoquinoline-1,3,8,10(2H,9H)tetrone ClC1=CC=C(C=C1)CCN1C(C=2C=CC3=C4C2C(C1=O)=CC=C4C=4C=1C2=C(C(N(C(C2=CC4)=O)CCC4=CC=C(C=C4)Cl)=O)C=CC31)=O